(1S,3S)-N1-(5-(trifluoromethoxy)pyrazin-2-yl)cyclopentane-1,3-diamine FC(OC=1N=CC(=NC1)N[C@@H]1C[C@H](CC1)N)(F)F